2-(4-bromophenyl)-3-propoxy-4H-1-benzopyran-4-one BrC1=CC=C(C=C1)C=1OC2=C(C(C1OCCC)=O)C=CC=C2